(±)-cis-N-[8-amino-6-[4-ethyl-6-(hydroxymethyl)-3-pyridyl]-3-isoquinolyl]-2-fluoro-cyclopropanecarboxamide NC=1C=C(C=C2C=C(N=CC12)NC(=O)[C@H]1[C@H](C1)F)C=1C=NC(=CC1CC)CO |r|